[K+].S(=O)(=O)(O[O-])O PEROXYMONOSULFURIC ACID, MONOPOTASSIUM SALT